1-tridecyl alcohol dihydrogen phosphate dipotassium phosphate P(=O)([O-])([O-])O.[K+].[K+].P(=O)(O)(O)OCCCCCCCCCCCCC